C(C)(C)(C)OC(=O)N1C2(CC2)CN(CC1)C(=O)C=1C=NN2C1C=C(C=C2)Br.C(C)(C)(C)NS(=O)(=O)C2=CC(=CC(=C2)[N+](=O)[O-])C N-(tert-butyl)-3-methyl-5-nitrobenzenesulfonamide tert-Butyl-7-(5-bromopyrazolo[1,5-a]pyridine-3-carbonyl)-4,7-diazaspiro[2.5]octane-4-carboxylate